ClC1=CC(=C(C=C1F)C(C)(C)O)NC1=NC(=NC=C1)NC1=C(C=C(C(=C1)[N+](=O)[O-])N1C[C@@H](CC1)N(C)C)OC (R)-2-(4-chloro-2-((2-((4-(3-(dimethylamino)pyrrolidin-1-yl)-2-methoxy-5-nitrophenyl)amino)pyrimidin-4-yl)amino)-5-fluorophenyl)propan-2-ol